O1C(CCCC1)N1N=CC=C1C1=CC=C(C=N1)OCC=1C=C(C=CC1)S(=O)(=O)N1C[C@H](CCC1)C(=O)OCC ethyl (3S)-1-[3-[[6-[2-(oxan-2-yl)pyrazol-3-yl]pyridin-3-yl]oxymethyl]phenyl]sulfonylpiperidine-3-carboxylate